2-Bromolysergic acid diethyl amide C(C)N(C(=O)[C@H]1CN(C)[C@@H]2CC3=C(NC4=CC=CC(C2=C1)=C34)Br)CC